CC(=C)[SiH](Cl)C=C(C)C (1-methylvinyl)dimethylvinylchlorosilane